3-(methylcarbamoyl)oxetane CNC(=O)C1COC1